S(N)(OC[C@H]1OC(O[C@@H]1CC1=CC=CC=C1)(CC)CC)(=O)=O ((4R,5R)-5-benzyl-2,2-diethyl-1,3-dioxolan-4-yl)methyl sulfamate